CN(CC(=O)N1CCC(CC1)C1=CN=C(S1)C1=NNC(=C1C(C)C)C1=CC(=NC(=C1)C)C)C 2-(dimethylamino)-1-(4-(2-(5-(2,6-dimethylpyridin-4-yl)-4-isopropyl-1H-pyrazol-3-yl)thiazol-5-yl)piperidin-1-yl)ethan-1-one